(2-amino-4-fluoro-5-((trimethylsilyl)ethynyl)phenyl)-N-methylmethanesulfonamide NC1=C(C=C(C(=C1)F)C#C[Si](C)(C)C)CS(=O)(=O)NC